[N+](=O)([O-])C1=CC(=C(C=C1C(=O)OC)OC)OCC1CCN(CC1)C Methyl 6-nitro-4-(N-methyl-4-piperidinylmethoxy)-3-methoxybenzoate